2-(3-bromobenzyl)isothiazolidine 1,1-dioxide BrC=1C=C(CN2S(CCC2)(=O)=O)C=CC1